isopropyl (1S,3S)-3-((6-(5-((((2-cyclopropylethyl)(methyl)carbamoyl)oxy)methyl)-1-methyl-1H-1,2,3-triazol-4-yl)pyridin-3-yl)oxy)cyclohexane-1-carboxylate C1(CC1)CCN(C(=O)OCC1=C(N=NN1C)C1=CC=C(C=N1)O[C@@H]1C[C@H](CCC1)C(=O)OC(C)C)C